N-[1-(2-{[(1,1-dioxo-1λ6-thian-4-yl)methyl]amino}quinolin-4-yl)ethyl]-2-methylbenzamide O=S1(CCC(CC1)CNC1=NC2=CC=CC=C2C(=C1)C(C)NC(C1=C(C=CC=C1)C)=O)=O